(S,E)-N-(2-(Dimethylamino)-3-(4-hydroxyphenyl)propyl)-3-(3-(trifluoromethyl)phenyl)acrylamide CN([C@H](CNC(\C=C\C1=CC(=CC=C1)C(F)(F)F)=O)CC1=CC=C(C=C1)O)C